4-((5-hydroxypentyl)amino)-2-((1-methyl-1H-pyrazol-4-yl)amino)pyrimidin-5-carboxamide OCCCCCNC1=NC(=NC=C1C(=O)N)NC=1C=NN(C1)C